COC1=C(C=CC=2C(CCCC12)=O)C#N 1-Methoxy-5-oxo-5,6,7,8-tetrahydronaphthalene-2-carbonitrile